N'-acetamido-N'-n-dodecyl-propane-1,3-diamine C(C)(=O)NN(CCCN)CCCCCCCCCCCC